ClC=1C=2C(N=C3N(C2C=CC1)C1=CC(=CC=C1C31CCCCC1)C1CCC(CC1)(C)CO)=O 4'-chloro-10'-(4-(hydroxymethyl)-4-methylcyclohexyl)-5'H-spiro[cyclohexane-1,7'-indolo[1,2-a]quinazolin]-5'-one